NC1=C(C=CC=C1O)C=1CCN(CC1)C(=O)OC(C)(C)C tert-butyl 4-(2-amino-3-hydroxyphenyl)-3,6-dihydropyridin-1(2H)-carboxylate